ClC1=C(C=CC=C1)C1=C(C(=NC2=CC(=CN=C12)C1=C(N=CS1)C)N1CC2(CN(C2)C(C=C)=O)CC1)C#N (M)-4-(2-chlorophenyl)-7-(4-methyl-1,3-thiazol-5-yl)-2-(2-(2-propenoyl)-2,6-diazaspiro[3.4]octan-6-yl)-1,5-naphthyridine-3-carbonitrile